N-(3-chlorophenyl)cyclopropanecarboxamide ClC=1C=C(C=CC1)NC(=O)C1CC1